FC1=CC=CC2=C1N(C(=N2)C=2C(=NON2)N)CC=2C=NC(=CC2)OC(F)(F)F 4-(7-fluoro-1-((6-(trifluoromethoxy)pyridin-3-yl)methyl)-benzoimidazol-2-yl)-1,2,5-oxadiazol-3-amine